N-(5-(2-(4H-pyrrolo[3,4-d]thiazol-5(6H)-yl)acetamido)-2-methylpyridin-3-yl)-2-(1-methyl-1H-pyrazol-4-yl)pyrazolo[5,1-b]thiazole-7-carboxamide S1C=NC2=C1CN(C2)CC(=O)NC=2C=C(C(=NC2)C)NC(=O)C=2C=NN1C2SC(=C1)C=1C=NN(C1)C